(S)-N-(2,4-difluoro-3-methylphenyl)-N-(3-(dimethylamino)propyl)-1-(6-methyl-4-(trifluoromethyl)pyridin-2-yl)pyrrolidine-2-carboxamide FC1=C(C=CC(=C1C)F)N(C(=O)[C@H]1N(CCC1)C1=NC(=CC(=C1)C(F)(F)F)C)CCCN(C)C